C(C1=CC=CC=C1)OCCCCOCCOC1OCCCC1 2-[2-(4-benzyloxybutoxy)ethoxy]tetrahydropyran